(9R,13S)-13-amino-9-methyl-8-oxo-2,3,7,15-tetraazatricyclo[12.3.1.02,6]Octadeca-1(18),3,5,14,16-pentaene-4-carboxylic acid methyl ester COC(=O)C1=NN2C=3C=CN=C([C@H](CCC[C@H](C(NC2=C1)=O)C)N)C3